SC1=CC=C(C=C1)CO 4-mercaptobenzenemethanol